C1(CCCCC1)/C=C/C=1C=C(C(=O)N)C=CC1OC (E)-3-(2-cyclohexylvinyl)-4-methoxybenzamide